methoxy-5,8-dihydropyrido[3,4-d]pyrimidine-7(6H)-carboxylate COC=1N=CC2=C(N1)CN(CC2)C(=O)[O-]